CNOC N,O-dimethylhydroxyl-amine